(R)-N-(3-(5-chloro-2-methoxyphenyl)-1-(2-(2-methylpyrrolidin-1-yl)-1-oxoethyl)-1H-pyrazol-4-yl)pyrazolo[1,5-a]pyrimidine-3-carboxamide ClC=1C=CC(=C(C1)C1=NN(C=C1NC(=O)C=1C=NN2C1N=CC=C2)C(CN2[C@@H](CCC2)C)=O)OC